(E)-2-cyclopentyl-5-(4-fluoro-styryl)-1,3-dimethoxybenzene C1(CCCC1)C1=C(C=C(C=C1OC)\C=C\C1=CC=C(C=C1)F)OC